C(C)N1CCN(CC1)C1=NC2=CC=C(C=C2C(=C1)C)NC(=S)NCCCN1CCCC1 1-(2-(4-ethylpiperazin-1-yl)-4-methylquinolin-6-yl)-3-(3-(pyrrolidin-1-yl)propyl)thiourea